tert-butyl rac-(1-(4-chloropyridin-2-yl)-2-methoxy-2-methylpropyl)(methyl)carbamate ClC1=CC(=NC=C1)[C@H](C(C)(C)OC)N(C(OC(C)(C)C)=O)C |r|